5-(2-(((1-fluorocyclohexyl)methyl)amino)-7H-pyrrolo[2,3-d]pyrimidin-5-yl)-N-(tetrahydro-2H-pyran-4-yl)pyrazolo[1,5-a]pyridine-3-carboxamide FC1(CCCCC1)CNC=1N=CC2=C(N1)NC=C2C2=CC=1N(C=C2)N=CC1C(=O)NC1CCOCC1